[O-]O.N1C=CC2=CC=C3C(=C12)C=CC=C3 benzindole hydroperoxide